C12(CC3CC(CC(C1)C3)C2)NC(COC2=NC(=NC(=C2)C2CCCC2)SC)=O N-(adamantan-1-yl)-2-((6-cyclopentyl-2-(methylthio)pyrimidin-4-yl)oxy)acetamide